2,6-Dichloro-4-(1,1-difluoro-2-methoxyethyl)pyridine ClC1=NC(=CC(=C1)C(COC)(F)F)Cl